(S)-N-((S)-1-(5-([2,3'-Bipyridin]-5-yl)-1H-imidazol-2-yl)-7-oxononyl)-6-methyl-6-azaspiro[2.5]octan-1-carboxamid N1=C(C=CC(=C1)C1=CN=C(N1)[C@H](CCCCCC(CC)=O)NC(=O)[C@H]1CC12CCN(CC2)C)C=2C=NC=CC2